C(C)OC1=C(C=C2CCN([C@H](C2=C1)CCC1=CNC2=CC=C(C=C12)OC)S(=O)(=O)C1=CC(=CC=C1)F)OC (S)-7-ethoxy-6-methoxy-1-(2-(5-methoxy-1H-indol-3-yl)ethyl)-2-(3-fluorophenyl)sulfonyl-1,2,3,4-tetra-hydroisoquinoline